ClC1=CC=C(C=C1)C1=NOC=N1 3-(4-chlorophenyl)-1,2,4-oxadiazole